2'-(((1S,3S)-3-((5-(difluoromethoxy)pyrimidin-2-yl)amino)cyclopentyl)amino)-3-(morpholine-4-carbonyl)-2H-[1,4'-bipyridine]-2-one FC(OC=1C=NC(=NC1)N[C@@H]1C[C@H](CC1)NC1=NC=CC(=C1)N1C(C(=CC=C1)C(=O)N1CCOCC1)=O)F